tert-butyl ((2-(3-((1s,3s)-3-methoxy-1-(4-methyl-4H-1,2,4-triazol-3-yl)cyclobutyl)phenyl)-3-oxo-7-(trifluoromethyl)isoindolin-5-yl)methyl)(1-methylcyclobutyl)-carbamate COC1CC(C1)(C1=NN=CN1C)C=1C=C(C=CC1)N1CC2=C(C=C(C=C2C1=O)CN(C(OC(C)(C)C)=O)C1(CCC1)C)C(F)(F)F